C(C=C)(=O)N1[C@H](CN(CC1)C=1C2=C(N=C(N1)OC[C@H]1N(CCC1)C)C(N(C(=N2)C)C2=CC=CC1=CC=CC(=C21)C2CC2)=O)CC#N 2-((S)-1-acryloyl-4-(7-(8-cyclopropylnaphthalen-1-yl)-6-methyl-2-(((S)-1-methylpyrrolidin-2-yl)methoxy)-8-oxo-7,8-dihydropyrimido[5,4-d]pyrimidin-4-yl)piperazin-2-yl)acetonitrile